5-amino-3,3-difluoro-piperidine-1-carboxylic acid tert-butyl ester C(C)(C)(C)OC(=O)N1CC(CC(C1)N)(F)F